P(=O)(=O)[Fe] phospho-iron